C(C)(C)(C)OC(=O)N1[C@H](CCCC1)C(=O)N[C@H](C(=O)N(C)[C@H](/C=C(/C(=O)O)\C)C(C)C)C(C)(C)C (S,E)-4-((S)-2-((R)-1-(tert-butoxycarbonyl)piperidine-2-carboxamido)-N,3,3-trimethylbutanamido)-2,5-dimethylhex-2-enoic acid